NC=1C2=C(N=CN1)N(C(=C2Br)C#CC2CN(C2)[C@H]2[C@H](CN(CC2)C(=O)OC(C)(C)C)O)C (3S,4R)-tert-butyl 4-(3-((4-amino-5-bromo-7-methyl-7H-pyrrolo[2,3-d]pyrimidin-6-yl)ethynyl)azetidin-1-yl)-3-hydroxypiperidine-1-carboxylate